BrC1=NN(C(=C1CC(F)(F)F)C=1C=C(C=2N(C1)N=CN2)C)COCC[Si](C)(C)C 6-(3-bromo-4-(2,2,2-trifluoroethyl)-1-((2-(trimethylsilyl)ethoxy)methyl)-1H-pyrazol-5-yl)-8-methyl-[1,2,4]Triazolo[1,5-a]Pyridine